C(C(C)C)C1=CC=C(C=C1)[C@@H](C(=O)OC)C methyl (S)-2-(4-isobutylphenyl)propanoate